C(C)(C)(C)OC(=O)N1CC(=CC1)C1=C(C2=C(N=CN=C2N)N1C)Br 3-[4-amino-5-bromo-7-methylpyrrolo[2,3-d]pyrimidin-6-yl]-2,5-dihydropyrrole-1-carboxylic acid tert-butyl ester